tert-butyl (1R,2R,4S)-rel-2-amino-7-azabicyclo[2.2.1]heptane-7-carboxylate N[C@H]1[C@H]2CC[C@@H](C1)N2C(=O)OC(C)(C)C |o1:1,2,5|